C(C=C)(=O)OCCCCCCCCCCCCCCCC[Si](C)(C)Br acryloxyhexadecylbromodimethylsilane